2-((6-chloro-3-((6-methoxy-2-methyl-1,2,3,4-tetrahydroisoquinolin-7-yl)amino)-1,2,4-triazin-5-yl)amino)-3-fluorobenzene ClC1=C(N=C(N=N1)NC1=C(C=C2CCN(CC2=C1)C)OC)NC1=CC=CC=C1F